BrC1=C(C=C2CCC3(SCCS3)C2=C1)Cl 6-Bromo-5-chloro-2,3-dihydrospiro[indene-1,2'-[1,3]dithiolane]